C(=O)C12CCC(CC1)(CC2)NC(OCC2=CC=CC=C2)=O benzyl 4-formylbicyclo-[2.2.2]octan-1-ylcarbamate